1-chloro-2,2,5,5-tetramethyl-4-imidazolidinone ClN1C(NC(C1(C)C)=O)(C)C